(1R,2R,6S,7S)-4-{4-[4-(pyrimidin-2-yl)piperazin-1-yl]butyl}-4-azatricyclo[5.2.1.02,6]decane-3,5-dione N1=C(N=CC=C1)N1CCN(CC1)CCCCN1C([C@@H]2[C@@H]3CC[C@H]([C@@H]2C1=O)C3)=O